N-((R)-1-(3-(difluoromethyl)-2-fluorophenyl)ethyl)-1-((1s,3S)-3-fluorocyclobutyl)-4-(((1R,5S,6s)-3-methyl-3-azabicyclo[3.1.0]hexan-6-yl)amino)-6-oxo-1,6-dihydropyridine-3-carboxamid FC(C=1C(=C(C=CC1)[C@@H](C)NC(=O)C1=CN(C(C=C1NC1[C@@H]2CN(C[C@H]12)C)=O)C1CC(C1)F)F)F